5-methylpyrazine-2-carboxylic acid CC=1N=CC(=NC1)C(=O)O